2-((8-bromonaphthalen-1-yl)methoxy)tetrahydro-2H-pyran BrC=1C=CC=C2C=CC=C(C12)COC1OCCCC1